(±)-3-amino-3-(3-(trifluoromethyl)phenyl)propan-1-ol N[C@H](CCO)C1=CC(=CC=C1)C(F)(F)F |r|